FC=1C(=NC=CC1OCOC)N1N=CC2=CC(=CC=C12)N1CCN(CC1)C(=O)OC(C)(C)C tert-Butyl 4-(1-(3-fluoro-4-(methoxymethoxy)pyridin-2-yl)-1H-indazol-5-yl)piperazine-1-carboxylate